(S)-N-(1-acetylpiperidin-3-yl)-3-(4-fluoro-2-methoxyphenoxy)-6-(trifluoromethyl)pyridazine-4-carboxamide C(C)(=O)N1C[C@H](CCC1)NC(=O)C1=C(N=NC(=C1)C(F)(F)F)OC1=C(C=C(C=C1)F)OC